ClC1=C(C=CC(=C1NC=1C(=C2C(N(C=NC2=CC1)C([2H])([2H])[2H])=O)C)F)N(S(=O)(=O)CCC)CC1=CC=C(C=C1)OC N-(2-chloro-4-fluoro-3-((5-methyl-3-(methyl-d3)-4-oxo-3,4-dihydroquinazolin-6-yl)amino)phenyl)-N-(4-methoxybenzyl)propane-1-sulfonamide